2-(benzylthio)-5-chloro-4-(trifluoromethyl)pyridine C(C1=CC=CC=C1)SC1=NC=C(C(=C1)C(F)(F)F)Cl